[5-[4-[6-Chloro-4-(trifluoromethyl)-2-pyridyl]piperazin-1-yl]sulfonylindolin-1-yl]-pyrazolo[1,5-a]pyrimidin-3-yl-methanone ClC1=CC(=CC(=N1)N1CCN(CC1)S(=O)(=O)C=1C=C2CCN(C2=CC1)C(=O)C=1C=NN2C1N=CC=C2)C(F)(F)F